4-{6-chloro-2-[(1,3-dimethyl-1H-pyrazol-5-yl)amino]quinazolin-7-yl}piperidin ClC=1C=C2C=NC(=NC2=CC1C1CCNCC1)NC1=CC(=NN1C)C